methyldi(trimethylsiloxy)silyl-propyl-glycerol methacrylate C(C(=C)C)(=O)OC(C(O)CO)(CCC)[Si](O[Si](C)(C)C)(O[Si](C)(C)C)C